3-Bromo-1-isopropyl-1H-pyrazolo[3,4-d]pyrimidin-4-ylamine BrC1=NN(C2=NC=NC(=C21)N)C(C)C